(S)-1-((5-(5-(difluoromethyl)-1,3,4-oxadiazol-2-yl)thiazol-2-yl)methyl)-3-methyl-4,5-dihydro-1H-pyrido[3,4-b]azepin-2(3H)-one FC(C1=NN=C(O1)C1=CN=C(S1)CN1C2=C(CC[C@@H](C1=O)C)C=CN=C2)F